N1=CC(=CC=C1)C#CC(=O)O 3-(3-pyridyl)prop-2-ynoic acid